N-((1R)-3-Cyano-3-azabicyclo[3.2.0]heptan-1-yl)-2'-((4-fluorophenyl)amino)-[1,1'-biphenyl]-4-carboxamid C(#N)N1C[C@]2(CCC2C1)NC(=O)C1=CC=C(C=C1)C1=C(C=CC=C1)NC1=CC=C(C=C1)F